COCCNC1=C(C=CC(=C1)CN1CCOCC1)CO [2-(2-methoxyethylamino)-4-(morpholinomethyl)phenyl]methanol